OCCC(C)N1N=C(C2=C1C=NN(C2=O)CC2=CC=C(C=C2)OC)C(F)(F)F 1-(4-hydroxybutan-2-yl)-5-(4-methoxybenzyl)-3-(trifluoromethyl)-1,5-dihydro-4H-pyrazolo[3,4-d]pyridazin-4-one